C(C=C)(=O)NC1=CC=C(C=C1)C1(CNC(CC1)=O)C(=O)O 3-(4-acrylamidophenyl)-6-oxopiperidine-3-carboxylic acid